(2-cyclopropyl-2-(3-(((trans)-4-(2-fluoro-5-methoxyphenyl)cyclohexyl)methoxy)phenyl)ethyl)(methyl)phosphinic acid C1(CC1)C(CP(O)(=O)C)C1=CC(=CC=C1)OC[C@@H]1CC[C@H](CC1)C1=C(C=CC(=C1)OC)F